anthraquinone-2,3-dicarboxylic acid C1=C(C(=CC=2C(C3=CC=CC=C3C(C12)=O)=O)C(=O)O)C(=O)O